4-(2-azidoethyl)-N,N-dimethylbenzenesulfonamide N(=[N+]=[N-])CCC1=CC=C(C=C1)S(=O)(=O)N(C)C